C(CCCCCCC)C1(C2=C(SC=C2)C=2SC=CC21)CCCCCCCC 4,4-dioctylcyclopenta[2,1-b:3,4-b']dithiophene